5-(1-(m-tolyl)-1H-indazol-6-yl)thiazol-2-amine C1(=CC(=CC=C1)N1N=CC2=CC=C(C=C12)C1=CN=C(S1)N)C